O=C1OCC(C1C=O)=O 2,4-DIOXOTETRAHYDROFURAN-3-CARBALDEHYDE